2-(4-(4-(5,6,7,8-tetrahydro-1,8-naphthyridin-2-yl)butylamino)piperidin-1-yl)propionic acid methyl ester COC(C(C)N1CCC(CC1)NCCCCC1=NC=2NCCCC2C=C1)=O